FC=1C=C(C=C(C1OC1=C2C(=NC=C1)N(C=C2C2=CC=C(C=C2)C(F)(F)F)COCC[Si](C)(C)C)F)NC(=O)NCC2(COC2)F N-{3,5-difluoro-4-[(3-[4-(trifluoromethyl)phenyl]-1-{[2-(trimethylsilyl)ethoxy]methyl}-1H-pyrrolo[2,3-b]pyridin-4-yl)oxy]phenyl}-N'-[(3-fluorooxetan-3-yl)methyl]urea